(Z)-(3-(1-(3-chlorophenyl)-3-(2-methoxyphenyl)-1H-pyrazol-4-yl)acryloyl)-L-tryptophan methyl ester COC([C@@H](NC(\C=C/C=1C(=NN(C1)C1=CC(=CC=C1)Cl)C1=C(C=CC=C1)OC)=O)CC1=CNC2=CC=CC=C12)=O